1-methyl-4-prop-1-en-2-ylcyclohexan-1-ol CC1(CCC(CC1)C(=C)C)O